tert-butyl 4-(2-carbamoyl-4-fluorophenyl)-6-cyanoisoindoline-2-carboxylate C(N)(=O)C1=C(C=CC(=C1)F)C1=C2CN(CC2=CC(=C1)C#N)C(=O)OC(C)(C)C